N1CC2(C3=CC=CC=C13)CCCCC2 spiro[cyclohexane-1,3'-indoline]